2-(1-((2-(3,5-dichlorophenyl)-6-((2-(4-(3-hydroxy-3-methylbutyl)piperazin-1-yl)pyrimidin-5-yl)oxy)pyridin-4-yl)methyl)piperidin-4-yl)acetic acid ClC=1C=C(C=C(C1)Cl)C1=NC(=CC(=C1)CN1CCC(CC1)CC(=O)O)OC=1C=NC(=NC1)N1CCN(CC1)CCC(C)(C)O